C(C)(=O)N1CC2(C1)N(C(CN(C2=O)C2CCC(CC2)C#N)=O)CC2=CC=C(C=C2)C(F)(F)F 4-(2-acetyl-6,9-dioxo-5-(4-(trifluoromethyl)benzyl)-2,5,8-triazaspiro[3.5]-nonan-8-yl)cyclohexane-1-carbonitrile